ClC=1C(=NC=CC1C1=NC(=C(C(=C1)F)CNC[C@H]1NC(CC1)=O)OC)C=1C(=C(C=CC1)NC(C1=NC=C(C=C1)CNCCO)=O)C (S)-N-(3-(3'-Chloro-4-fluoro-6-methoxy-5-((((5-oxopyrrolidin-2-yl)methyl)amino)methyl)-[2,4'-bipyridin]-2'-yl)-2-methylphenyl)-5-(((2-hydroxyethyl)amino)methyl)picolinamide